N-(4-(3-((2-(dimethylamino)ethyl)amino)-6-(pyrazolo[1,5-a]pyrimidin-3-yl)-1H-pyrazolo[4,3-c]pyridin-1-yl)-3-methoxyphenyl)benzamide CN(CCNC1=NN(C2=C1C=NC(=C2)C=2C=NN1C2N=CC=C1)C1=C(C=C(C=C1)NC(C1=CC=CC=C1)=O)OC)C